CN1C(C2=CC=C(C=C2C=C1)C1=NC2=CC(=CC=C2N=C1)C(=O)N1CC2(COC2)CCC1)=O 2-methyl-6-(7-(2-oxa-6-azaspiro[3.5]nonan-6-ylcarbonyl)-2-quinoxalinyl)-1(2H)-isoquinolinone